C1(=CC=CC=C1)C1=C(C(=CC=C1)C1=CC=CC=C1)Br 2,6-diphenylbromobenzene